tert-butyl (2-((1,6-dimethyl-2-oxo-1,2-dihydropyridin-4-yl)amino)-2-oxoethyl)(methyl)carbamate CN1C(C=C(C=C1C)NC(CN(C(OC(C)(C)C)=O)C)=O)=O